C(=C)S(=O)(=O)C1=CC=C(C=C1)NC1=NC=C2C=CN=C(C2=C1)C#CC1=CC=C(C#N)C=C1 4-((7-((4-(vinylsulfonyl)phenyl)amino)-2,6-naphthyridin-1-yl)ethynyl)benzonitrile